2-Amino-3-(4-(prop-2-yn-1-yloxy)phenyl)propanoic acid NC(C(=O)O)CC1=CC=C(C=C1)OCC#C